COCC(=O)NC1=NC=CC2=C1C=CN2C2=C1N=CNC1=NC(=N2)C2=NC(=CC=C2)C 2-methoxy-N-(1-(2-(6-methylpyridin-2-yl)-9H-purin-6-yl)-1H-pyrrolo[3,2-c]pyridin-4-yl)acetamide